1-ethyl-4-methyl-2-oxo-1,2-dihydroquinoline-6-carbonitrile C(C)N1C(C=C(C2=CC(=CC=C12)C#N)C)=O